BrC1=NN2C(C(CCC2)(C)OC)=C1 2-bromo-4-methoxy-4-methyl-6,7-dihydro-5H-pyrazolo[1,5-a]pyridine